C(#N)C=1C=C2C=CC=C3C2=C(C1C#N)C=1N=CC=NC13 dicyanoacenaphthopyrazine